FC1=C(C=CC=C1)N1CC2=C(N=CN=C2)C2(CN(C(C2)=O)C)C1=O 6-(2-fluorophenyl)-1'-methyl-5,6-dihydro-7H-spiro[pyrido[4,3-d]pyrimidine-8,3'-pyrrolidine]-5',7-dione